(2S,5S)-N-(7-chloro-6-(1-((3R,4R)-4-hydroxy-3-methyltetrahydrofuran-3-yl)piperidin-4-yl)isoquinolin-3-yl)-6-(trifluoromethyl)tetrahydro-2H-pyran-3-carboxamide ClC1=C(C=C2C=C(N=CC2=C1)NC(=O)C1COC(CC1)C(F)(F)F)C1CCN(CC1)[C@@]1(COC[C@@H]1O)C